COC(\C=C\C1=CC=C(C=C1)C=O)=O (E)-3-(4-formylphenyl)acrylic acid methyl ester